tert-butyl (4-(5-(1H-pyrazolo[3,4-b]pyridin-4-yl)pyridin-3-yl)phenyl)carbamate N1N=CC=2C1=NC=CC2C=2C=C(C=NC2)C2=CC=C(C=C2)NC(OC(C)(C)C)=O